(2-(ethoxycarbonyl)imidazo[1,2-a]pyridin-7-yl)boronic acid C(C)OC(=O)C=1N=C2N(C=CC(=C2)B(O)O)C1